[2H]C([C@](C(N1C=CC2=CC(=CC=C12)OC)([2H])[2H])(N(C([2H])([2H])[2H])C([2H])([2H])[2H])[2H])([2H])[2H] (2R)-1,1,1,2,3,3-hexadeuterio-3-(5-methoxyindol-1-yl)-N,N-bis(trideuteriomethyl)propan-2-amine